(1S,4S)-4-(triphenylmethoxy)cyclohexane-1-carboxylic acid C1(=CC=CC=C1)C(OC1CCC(CC1)C(=O)O)(C1=CC=CC=C1)C1=CC=CC=C1